C(CCCCC(=O)O)C(=O)O pentylenedicarboxylic acid